potassium chromium sulfate S(=O)(=O)([O-])[O-].[Cr+3].[K+].S(=O)(=O)([O-])[O-]